NC1=CC=C(C=N1)C1N(OCC1)C(=O)C1CCN(CC1)C1=NC=CC(=N1)C#N 2-[4-[3-(6-amino-3-pyridinyl)isoxazolidine-2-carbonyl]-1-piperidinyl]pyrimidine-4-carbonitrile